tert-Butyl N-[3-(3-fluoro-4-hydroxy-phenyl)prop-2-ynyl]-N-methylcarbamate FC=1C=C(C=CC1O)C#CCN(C(OC(C)(C)C)=O)C